propyl N,N-diheptylaminoacetate C(CCCCCC)N(CCCCCCC)CC(=O)OCCC